2-bromo-6-iodo-benzonitrile BrC1=C(C#N)C(=CC=C1)I